CN(C=1C(=NC(=CC1)C)C)N1CCC(CC1)(C1=NC=CC=C1)CCC1=CC=CC=C1 N,2,6-TRImethyl-N-(4-phenethyl-4-(pyridin-2-yl)piperidin-1-yl)pyridin-3-amine